β,6α-hydroxy-5β-cholanic acid O[C@H]1C[C@H]2[C@@H]3CC[C@H]([C@@H](CCC(=O)O)C)[C@]3(CC[C@@H]2[C@]2(CCCC[C@@H]12)C)C